2-(((4-aminophenyl)amino)methylene)malonate NC1=CC=C(C=C1)NC=C(C(=O)[O-])C(=O)[O-]